((benzyloxy)carbonyl)-L-alanyl-L-alanine tert-butyl ester C(C)(C)(C)OC([C@@H](NC([C@@H](NC(=O)OCC1=CC=CC=C1)C)=O)C)=O